N-[1-[[2-chloro-5-[2-[(3S)-3-(dimethylamino)pyrrolidin-1-yl]-4-pyridyl]phenyl]methyl]-2-[4-(3-methylimidazol-4-yl)anilino]-2-oxo-ethyl]-2-methyl-pyrazole-3-carboxamide ClC1=C(C=C(C=C1)C1=CC(=NC=C1)N1C[C@H](CC1)N(C)C)CC(C(=O)NC1=CC=C(C=C1)C=1N(C=NC1)C)NC(=O)C=1N(N=CC1)C